FC1([C@H]2CC(C[C@@H]12)\C=N\[S@](=O)C(C)(C)C)F (R)-N-((E)-((1R,3s,5S)-6,6-Difluorobicyclo[3.1.0]hexan-3-yl)methylene)-2-methylpropane-2-sulfinamide